BrC1=C(C=C(C=C1)[N+](=O)[O-])C(C)OCOC 1-bromo-2-(1-(methoxymethoxy)ethyl)-4-nitrobenzene